3-cyanomethylene-1H-indol C(#N)C=C1CNC2=CC=CC=C12